octyl-dodecanol erucate C(CCCCCCCCCCC\C=C/CCCCCCCC)(=O)OC(CCCCCCCCCCC)CCCCCCCC